N-cyclopropyl-6-(2-methyl-pyrimidin-5-yl)-2,3-dihydro-benzofuran-3-amine C1(CC1)NC1COC2=C1C=CC(=C2)C=2C=NC(=NC2)C